O=C(CCC(=O)O)C(OCC#CC(C1=NC=CC=C1)=O)=O 4,5-dioxo-5-((4-oxo-4-(pyridin-2-yl)but-2-yn-1-yl)oxy)pentanoic acid